2-(2-((tert-butoxy-carbonyl)amino)thiazol-4-yl)acetic acid C(C)(C)(C)OC(=O)NC=1SC=C(N1)CC(=O)O